3-(5-(5-fluoro-4-((4-(2-hydroxypropan-2-yl)piperidin-1-yl)methyl)pyridin-2-yl)-1-oxoisoindolin-2-yl)piperidine-2,6-dione FC=1C(=CC(=NC1)C=1C=C2CN(C(C2=CC1)=O)C1C(NC(CC1)=O)=O)CN1CCC(CC1)C(C)(C)O